CC=1C(=NSC1C)N 4,5-dimethylisothiazol-3-amine